(S)-methyl 2-((1R,2S,5S)-6,6-dimethyl-3-azabicyclo[3.1.0]hexane-2-carboxamido)-3-((S)-2-oxopiperidin-3-yl)propanoate hydrochloride Cl.CC1([C@H]2CN[C@@H]([C@@H]12)C(=O)N[C@H](C(=O)OC)C[C@H]1C(NCCC1)=O)C